Methyl 5-amino-2-(1-isobutyl-1H-pyrazol-4-yl)benzoate NC=1C=CC(=C(C(=O)OC)C1)C=1C=NN(C1)CC(C)C